4-(4-Acryloylpiperazin-1-yl)-7-(2-amino-7-fluorobenzo[d]thiazol-4-yl)-6-chloro-2-((diphenyl-Methylene)amino)-8-fluoroquinoline-3-carbonitrile C(C=C)(=O)N1CCN(CC1)C1=C(C(=NC2=C(C(=C(C=C12)Cl)C1=CC=C(C2=C1N=C(S2)N)F)F)N=C(C2=CC=CC=C2)C2=CC=CC=C2)C#N